BrCC1OCC(C1O)O (bromomethyl)oxolane-3,4-diol